N-(5-fluoro-2-(4,7-diazaspiro[2.5]oct-7-yl)pyrimidin-4-yl)-1H-indazol-5-amine FC=1C(=NC(=NC1)N1CCNC2(CC2)C1)NC=1C=C2C=NNC2=CC1